C(C)OC(=O)C1CN(CCC1)CCCO 1-(3-hydroxypropyl)piperidine-3-carboxylic acid ethyl ester